C(C)C1=C(C=2N=C(NS(C2S1)(=O)=O)NC)[C@@H]1[C@@H](CN(CC1)S(=O)(=O)C)C |o1:15,16| 6-Ethyl-N-methyl-5-[(3S*,4S*)-3-methyl-1-methylsulfonyl-4-piperidyl]-1,1-dioxo-2H-thieno[3,2-e][1,2,4]thiadiazin-3-amine